C(C)N1CCC(CC1)N1CCN(CC1)C1CCN(CC1)C1=C(C=NC2=CC=C(C=C12)OC)S(=O)(=O)C1=CC=C(C=C1)OCCCCCCCCCCCCCCCCCCCC 4-(4-(4-(1-ethylpiperidin-4-yl)piperazin-1-yl)piperidin-1-yl)-3-((4-(icosyloxy)phenyl)sulfonyl)-6-methoxyquinoline